ClCC(=O)NCCN(C(=O)[C@@H](NC(CC[C@@H](NC(COCCOCCNC(CBr)=O)=O)C(=O)O)=O)CCC(=O)O)CCNC(CCl)=O (13R,18S)-18-(bis(2-(2-Chloroacetamido)ethyl)carbamoyl)-1-bromo-13-carboxy-2,11,16-trioxo-6,9-dioxa-3,12,17-triazahenicosan-21-oic acid